ClC=1C=C2C(NC(C2=CC1Cl)=O)=O 5,6-Dichloro-isoindoline-1,3-dione